(R)-4-methyl-4,5,6,7-tetrahydrothiazolo[5,4-c]pyridine 2,2,2-trifluoroacetate FC(C(=O)O)(F)F.C[C@H]1NCCC2=C1SC=N2